deoxy-2'-methyladenosine C[C@H]1[C@@H](O[C@@H]([C@H]1O)CO)N1C=NC=2C(N)=NC=NC12